3,5-Diamino-N-[N-(1H-benzimidazol-2-yl)carbamimidoyl]-6-chloropyrazine-2-carboxamide dihydrochloride Cl.Cl.NC=1C(=NC(=C(N1)N)Cl)C(=O)NC(NC1=NC2=C(N1)C=CC=C2)=N